C(C)OC1=CC=C(C=C1)[C@H](COC)NC(=O)[C@@H]1C[C@]12CCC1=CC=CC=C21 (1R,2R)-N-[(1R)-1-(4-Ethoxyphenyl)-2-Methoxy-Ethyl]-2',3'-Dihydrospiro[Cyclopropane-1,1'-Indene]-2-Carboxamide